COC(=O)C=1C(N(C2=NC(=CC=C2C1N)C(F)(F)F)C1=CC=C(C=C1)C(CC)O)=O 4-Amino-1-(4-(1-hydroxypropyl)phenyl)-2-oxo-7-(trifluoromethyl)-1,2-dihydro-1,8-naphthyridine-3-carboxylic acid methyl ester